6-chloro-3-isopropyl-3,4-dihydro-2h-benzo[e][1,2,4]thiadiazine-7-sulfonamide-1,1-dioxide ClC=1C(=CC2=C(NC(NS2(=O)=O)C(C)C)C1)S(=O)(=O)N